S1C=C(C=C1)CCNC(N)=O 3-(2-(thiophen-3-yl)ethyl)urea